N-(3-chloro-5-(methylsulfonamido)phenyl)-4-(5-cyano-3-methylpyridin-2-yl)-5-methylthiophene-2-carboxamide ClC=1C=C(C=C(C1)NS(=O)(=O)C)NC(=O)C=1SC(=C(C1)C1=NC=C(C=C1C)C#N)C